5-(2-(methylamino)ethyl)-1,3,4-oxadiazole CNCCC1=NN=CO1